NC1=NC=C2N(C(N(C2=N1)[C@@H]1O[C@@H]([C@H]([C@H]1O)F)CO)=O)CCC(F)(F)F 2-Amino-9-((2R,3S,4S,5R)-4-fluoro-3-hydroxy-5-(hydroxymethyl)tetrahydrofuran-2-yl)-7-(3,3,3-trifluoropropyl)-7,9-dihydro-8H-purin-8-on